BrC1=CC=C(C=C1)C1=C2C(=NN(C1=O)C1=CC3=CN(N=C3C=C1)C)C=CC(N2)=O 4-(4-bromophenyl)-2-(2-methyl-2H-indazol-5-yl)pyrido[3,2-c]pyridazin-3,6(2H,5H)-dione